di(benzyl)dimethyl-ammonium acetate C(C)(=O)[O-].C(C1=CC=CC=C1)[N+](C)(C)CC1=CC=CC=C1